C(OC1C(C(C1)(F)F)(F)F)(=O)Cl (2,2,3,3-tetrafluorocyclobutyl) carbonochloridate